Laurylmaleate C(CCCCCCCCCCC)/C(/C(=O)[O-])=C/C(=O)[O-]